2-(2-chlorophenyl)-N-{3-[(2,4-dimethoxybenzyl)sulfamoyl]-4-[4-(2,2,2-trifluoroethyl)-1H-pyrazol-1-yl]Phenyl}acetamide ClC1=C(C=CC=C1)CC(=O)NC1=CC(=C(C=C1)N1N=CC(=C1)CC(F)(F)F)S(NCC1=C(C=C(C=C1)OC)OC)(=O)=O